2-(1-(4-carboxy-4-(4-(((2,4-diaminopteridin-6-yl)methyl)amino)benzamido)butyl)-1H-1,2,3-triazol-4-yl)benzoic acid C(=O)(O)C(CCCN1N=NC(=C1)C1=C(C(=O)O)C=CC=C1)NC(C1=CC=C(C=C1)NCC=1N=C2C(=NC(=NC2=NC1)N)N)=O